5-((1S)-1-(7-chloro-1,1-dioxo-3,4-dihydro-2H-benzo[e][1,2]thiazin-2-yl)-2-(6-fluoro-2,3-dimethylphenyl)propyl)-1,3,4-oxadiazol-2(3H)-one ClC1=CC2=C(CCN(S2(=O)=O)[C@@H](C(C)C2=C(C(=CC=C2F)C)C)C2=NNC(O2)=O)C=C1